2,5-dichloro-N-(2,4-difluoro-3-iodophenyl)benzenesulfonamide ClC1=C(C=C(C=C1)Cl)S(=O)(=O)NC1=C(C(=C(C=C1)F)I)F